4-(6-methyl-1-(1-(p-tolyl)ethyl)-1H-benzo[d]imidazol-2-yl)aniline CC=1C=CC2=C(N(C(=N2)C2=CC=C(N)C=C2)C(C)C2=CC=C(C=C2)C)C1